2,6-dihydroxy-4-(5,7-dihydroxy-3-{[(3,4,5-trihydroxyphenyl)carbonyl]oxy}-3,4-dihydro-2H-chromen-2-yl)phenolate OC1=C(C(=CC(=C1)C1OC2=CC(=CC(=C2CC1OC(=O)C1=CC(=C(C(=C1)O)O)O)O)O)O)[O-]